C(CCCCCCCCCCC)C(C)(S(=O)(=O)[O-])C.[Na+] sodium laurylmethylethanesulfonate